OC1=C(C=CC(=C1)OCC=C(C)C)C(C=CC1=CC=C(C=C1)C(F)(F)F)=O 1-[2-Hydroxy-4-(3-methylbut-2-enoxy)phenyl]-3-[4-(trifluoromethyl)phenyl]prop-2-en-1-one